α-D-galactofuranos O[C@@H]1[C@H](O)[C@@H](O)[C@@H](O1)[C@H](O)CO